rel-N-[3,4-difluoro-5-[6-[[(3ar,6as)-octahydro-2-[(tetrahydro-2H-pyran-4-yl)methyl]cyclopenta[c]pyrrol-5-yl]amino]-3-pyridazinyl]phenyl]-1-fluorocyclopropanecarboxamide FC=1C=C(C=C(C1F)C=1N=NC(=CC1)NC1C[C@@H]2[C@@H](CN(C2)CC2CCOCC2)C1)NC(=O)C1(CC1)F